6-(5-chloro-2-methoxyphenyl)-N-[(2,4-dimethoxyphenyl)methyl]Quinolin-4-amine ClC=1C=CC(=C(C1)C=1C=C2C(=CC=NC2=CC1)NCC1=C(C=C(C=C1)OC)OC)OC